C1=CC=CC=2C3=CC=CC=C3N(C12)C1=CC=C(C=C1)C1=CC=C(C=C1)C1=CC=C(C=C1)N(C1=CC=2C(C3=CC=CC=C3C2C=C1)(C)C)C1=C(C=CC=C1)C1=CC=CC=C1 N-[4''-(9H-carbazol-9-yl)-1,1':4',1''-terphenyl-4-yl]-N-(1,1'-biphenyl-2-yl)-9,9-dimethyl-9H-fluoren-2-amine